C(C=C)(=O)OC(CC(CC)C)OC(C=C)=O 3-Methylpentandiol diacrylate